3-(5-((7-((adamantan-2-yl)amino)heptyl)thio)-1-oxoisoindolin-2-yl)piperidine-2,6-dione C12C(C3CC(CC(C1)C3)C2)NCCCCCCCSC=2C=C3CN(C(C3=CC2)=O)C2C(NC(CC2)=O)=O